NC1C[C@H]2CC[C@@H](C1)N2C2=NC(=C1C(=N2)NN=C1C1=C(C2=C(N=C(S2)C)C=C1)Cl)C(=O)N 6-((1R,3s,5S)-3-amino-8-azabicyclo[3.2.1]oct-8-yl)-3-(7-chloro-2-methylbenzo[d]thiazol-6-yl)-1H-pyrazolo[3,4-d]pyrimidine-4-carboxamide